1-(7-chloro-5-(2-fluoro-5-((4-oxo-3,4-dihydrophthalazin-1-yl)methyl)phenyl)-1H-benzimidazol-2-yl)-3-ethylurea ClC1=CC(=CC2=C1NC(=N2)NC(=O)NCC)C2=C(C=CC(=C2)CC2=NNC(C1=CC=CC=C21)=O)F